The molecule is a methyl ester derived from beta-(acetylthio)isobutyric acid. It is a methyl ester and a thioacetate ester. It derives from an isobutyric acid. CC(CSC(=O)C)C(=O)OC